2-Chloro-N-(6-chloro-2-(7-fluoro-1-tosyl-1H-indazole-4-carbonyl)-4-methylpyridin-3-yl)acetamide ClCC(=O)NC=1C(=NC(=CC1C)Cl)C(=O)C=1C=2C=NN(C2C(=CC1)F)S(=O)(=O)C1=CC=C(C)C=C1